C1(CC\C=C\CC\C=C\CCC1)=O (4E-7Z,8E-7Z)-cyclododeca-4,8-dien-1-one